(R)-N-(4-fluoro-5-((3-((6-methylpyridin-3-yl)methyl)piperidin-1-yl)methyl)thiazol-2-yl)acetamide FC=1N=C(SC1CN1C[C@H](CCC1)CC=1C=NC(=CC1)C)NC(C)=O